4-fluoro-6-methoxyisoindoline-2-carboxylic acid tert-butyl ester C(C)(C)(C)OC(=O)N1CC2=CC(=CC(=C2C1)F)OC